The molecule is a peptide anion arising from deprotonation of all four carboxy groups of 5-methyltetrahydropteroyltri-L-glutamic acid; major species at pH 7.3. It has a role as a Saccharomyces cerevisiae metabolite. It is a conjugate base of a 5-methyltetrahydropteroyltri-L-glutamic acid. CN1[C@H](CNC2=C1C(=O)NC(=N2)N)CNC3=CC=C(C=C3)C(=O)N[C@@H](CCC(=O)N[C@@H](CCC(=O)N[C@@H](CCC(=O)[O-])C(=O)[O-])C(=O)[O-])C(=O)[O-]